CS(=O)(=O)[O-] The molecule is a 1,1-diunsubstituted alkanesulfonate that is the conjugate base of methanesulfonic acid. It is a conjugate base of a methanesulfonic acid.